N1C(=NCC1)C=1C=C(C=CC1)NC(=O)C1=CC=C(C=C1)C1=CC=C(C=C1)C(=O)NC1=CC(=CC=C1)C=1NCCN1 N4,N4'-bis(3-(4,5-dihydro-1H-imidazol-2-yl)phenyl)[1,1'-biphenyl]-4,4'-dicarboxamide